1-(3-(5-Methoxypyrazin-2-yl)-1,2,4-oxadiazol-5-yl)piperidine-4-carboxylic acid COC=1N=CC(=NC1)C1=NOC(=N1)N1CCC(CC1)C(=O)O